1-{4-[2-(1-Ethyl-propyl)-7-((R)-1-quinolin-3-yl-ethylamino)-2H-pyrazolo[4,3-d]pyrimidin-5-yl]-piperazin-1-yl}-ethanon C(C)C(CC)N1N=C2C(N=C(N=C2N[C@H](C)C=2C=NC3=CC=CC=C3C2)N2CCN(CC2)C(C)=O)=C1